NC1=C(C(=NC=N1)C=1C=NN(C1)[C@@H](CN)C1=CC=CC=C1)C1=CC=C(C=C1)Cl (2R)-2-{4-[6-Amino-5-(p-chlorophenyl)-4-pyrimidinyl]-1H-pyrazol-1-yl}-2-phenylethanamine